2-hydroxy-5,5-dimethyl-4-oxohexanoic acid OC(C(=O)O)CC(C(C)(C)C)=O